bromo-1-methyl-1H-1,3-benzodiazole-6-carbaldehyde BrC1=NC2=C(N1C)C=C(C=C2)C=O